(E)-2-(tert-butyl)-N-(1-(2-(methylsulfonyl)vinyl)cyclopropyl)-4-phenoxypyrimidine-5-carboxamide C(C)(C)(C)C1=NC=C(C(=N1)OC1=CC=CC=C1)C(=O)NC1(CC1)\C=C\S(=O)(=O)C